3-(7'-oxo-7',9'-dihydro-8'H-spiro[azetidine-3,2'-pyrano[2,3-e]isoindol]-8'-yl)piperidine-2,6-dione hydrochloride Cl.O=C1N(CC2=C3C(=CC=C12)C=CC1(O3)CNC1)C1C(NC(CC1)=O)=O